P(=O)(O)(O)[O-].O.O.[Na+] sodium dihydrate dihydrogen phosphate